BrC1[N+](C=C(C=C1)F)=O 2-bromo-5-fluoro-1-oxo-pyridin-1-ium